1-((4,4-difluorocyclohexyl)oxy)-3-nitrobenzene FC1(CCC(CC1)OC1=CC(=CC=C1)[N+](=O)[O-])F